BrC=1C(=C(OC2CCC(CC2)CCCC(C)O)C=CC1)C 5-((1r,4s)-4-(3-bromo-2-methylphenoxy)cyclohexyl)pentan-2-ol